2-(1,3-benzodioxol-5-yloxy)-N-phenyl-N-tetra-hydrothiophen-3-yl-acetamide O1COC2=C1C=CC(=C2)OCC(=O)N(C2CSCC2)C2=CC=CC=C2